ClC1=C(C=NC2=C1N(C=1C=CC(=CC21)CN2CCN(CC2)C)CC(F)(F)F)C#N 4-chloro-8-[(4-methylpiperazin-1-yl)methyl]-5-(2,2,2-trifluoroethyl)pyrido[3,2-b]indole-3-carbonitrile